BrC1=CC=CC(=N1)NC(=O)[C@H]1NC[C@](C1)(CF)F (2S,4R)-N-(6-bromopyridin-2-yl)-4-fluoro-4-(fluoromethyl)pyrrolidine-2-carboxamide